(R)-8-(2-(3,3-Difluorocyclobutyl)thiazol-5-yl)-9-oxooctahydro-2H-pyrazino[1,2-a]pyrazin FC1(CC(C1)C=1SC(=CN1)N1C([C@@H]2N(CCNC2)CC1)=O)F